BrCC(C(CCCC(CN(C(OCC1=CC=CC=C1)=O)C)(C)C)(C)C1=CC(=CC=C1)I)=O benzyl (8-bromo-6-(3-iodophenyl)-2,2,6-trimethyl-7-oxooctyl)(methyl)carbamate